2-methyl-N-[1-(14-methyl-11-oxo-2,10,18-triazatetracyclo[8.8.0.02,7.012,17]octadeca-1(18),12(17),13,15-tetraen-16-yl)ethylidene]propane-2-sulfinamide CC(C)(C)S(=O)N=C(C)C1=CC(=CC=2C(N3CCC4CCCCN4C3=NC12)=O)C